CCCCCCCCCCCCCCCCCCCCCCCC(=O)N[C@@H](COP(=O)(O)O[C@@H]1[C@@H]([C@@H]([C@H]([C@@H]([C@H]1O[C@H]2[C@H]([C@H]([C@@H]([C@H](O2)COP(=O)(O)OC3[C@@H]([C@H](C([C@H]([C@H]3O)O)O)O)O)O)O)O)O)O)O)O)[C@@H](C(CCCCCCCCCCCCCC)O)O The molecule is an inositol phosphomannosylinositol phosphoceramide compound having a tetracosanoyl group attached to the ceramide nitrogen, hydroxylation at C-4 of the long-chain base, and no additional hydroxylation of the very-long-chain fatty acid. It has a role as a Saccharomyces cerevisiae metabolite. It derives from a Man-beta1-2-Ins-1-P-Cer(t18:0/24:0). It is a conjugate acid of an Ins-1-P-6-Man-beta1-2-Ins-1-P-Cer(t18:0/24:0)(2-).